ClC1=CC2=C(C3=C(O2)C(=CC=C3)C3=CC2=C(C=4C(=CO2)C=CC(C4)(C)C)C=C3)C=C1 3-(7-chlorodibenzo[b,d]furan-4-yl)-9,9-dimethyl-9H-dibenzopyran